FC(C(C1CCN(CC1)C)(OC)C=1C=CC(=NC1)N1N=CC(=C1)C1=NC=2C(=NC=CC2)N1)(F)F (1-(5-(2,2,2-trifluoro-1-methoxy-1-(1-methylpiperidin-4-yl)ethyl)pyridin-2-yl)-1H-pyrazol-4-yl)-3H-imidazo[4,5-b]pyridine